NCC1=NNC(C2=CC=C(C=C12)C=1C=C(C=NC1)C1=C(C#N)C=CC(=C1)OC)=O 2-(5-(4-(aminomethyl)-1-oxo-1,2-dihydrophthalazin-6-yl)pyridin-3-yl)-4-methoxybenzonitrile